C1(=CC=CC=2SC3=C(C21)C=CC=C3)C(C(=O)[O-])(F)F 2-(dibenzothiophen-1-yl)-2,2-difluoroacetate